C(C1=CC=CC=C1)OC1=C2C(=CNC2=CC=C1)CCN(C(C)C)C(C)C 2-[4-(benzyloxy)-1H-indol-3-yl]ethyldiisopropylamine